ClC1=C(C=C(C#N)C=C1)C=1NC2=CC(=CC(=C2C(C1)=O)F)OC 4-chloro-3-(5-fluoro-7-methoxy-4-oxo-1,4-dihydroquinolin-2-yl)benzonitrile